(3S)-4-[2-(6,6-dimethyl-4,5,6,7-tetrahydro-1H-indazol-3-yl)-1H-indole-6-carbonyl]-3-methylpiperazine-1-carboxylic acid tert-butyl ester C(C)(C)(C)OC(=O)N1C[C@@H](N(CC1)C(=O)C1=CC=C2C=C(NC2=C1)C1=NNC=2CC(CCC12)(C)C)C